ClC=1C(=NC=C(C1)F)CNCC1=CC=CC=C1 N-[(3-chloro-5-fluoro-2-pyridyl)methyl]-1-phenyl-methanamine